C1(=CC=CC=C1)C(C(=O)[O-])(C1=CC=CC=C1)C1=CC=CC=C1 triphenylacetate